C(C1=CC=C(NC(C)C=2OC=CC2)C=C1)C1=CC=C(NC(C)C=2OC=CC2)C=C1 4,4'-methylenebis(N-(1-(furan-2-yl)ethyl)aniline)